C(C)(=O)N1CC(CC1)C=1OC2=C(C(C1)=O)C=C(C=1N=C(N(C12)CC)C(F)(F)F)F 8-(1-acetylpyrrolidin-3-yl)-1-ethyl-4-fluoro-2-(trifluoromethyl)chromeno[7,8-d]imidazol-6(1H)-one